C(C=C)(=O)N1CC2(C1)CC(C2)N2C(N(CC=1C2=NC(=NC1)N)C1=C(C(=CC(=C1Cl)OC)OC)Cl)=O 1-(2-acryloyl-2-azaspiro[3.3]hept-6-yl)-7-amino-3-(2,6-dichloro-3,5-dimethoxyphenyl)-3,4-dihydropyrimido[4,5-d]pyrimidin-2(1H)-one